1-Methyl-4-oxo-7-(trifluoromethyl)-1,4-dihydro-5H-imidazo[4,5-c][1,8]naphthyridine CN1C=NC=2C(NC=3N=C(C=CC3C21)C(F)(F)F)=O